ClC1=C(C(=CC(=C1)F)F)CC(=O)NC1=CC(=C(C=C1)N1N=CC(=C1)C#N)S(N)(=O)=O 2-(2-Chloro-4,6-difluorophenyl)-N-[4-(4-cyano-1H-pyrazol-1-yl)-3-sulfamoylphenyl]acetamide